tert-butyl (2-(4-isopropylpiperazine-1-yl)-2-oxoethyl)carbamate C(C)(C)N1CCN(CC1)C(CNC(OC(C)(C)C)=O)=O